bis(methylcyclopentadienyl)bis(2,3,5,6-tetrafluorophenyl)titanium CC1(C=CC=C1)[Ti](C1=C(C(=CC(=C1F)F)F)F)(C1=C(C(=CC(=C1F)F)F)F)C1(C=CC=C1)C